2-(aminomethyl)-N,N-dimethylbenzo[d]thiazol-5-amine NCC=1SC2=C(N1)C=C(C=C2)N(C)C